[N+](=O)([O-])C=1C(=CC2=C(OCO2)C1)N 6-nitrobenzo[d][1,3]dioxole-5-Amine